FC1=C(C(=CC(=C1)F)F)S(=O)(=O)NC=1C(=NC=C(C1)C=1C=C2C(=CC=NC2=CC1)N1C(CN(CC1)C(C=CC(C)=O)=O)C)OC 2,4,6-trifluoro-N-(2-methoxy-5-(4-(2-methyl-4-(4-oxopent-2-enoyl)piperazin-1-yl)quinolin-6-yl)pyridin-3-yl)benzenesulfonamide